6-[5-((R or S)-1-Amino-ethyl)-4-methyl-pyridin-3-yl]-7-fluoro-1-methyl-3,4-dihydro-1H-quinolin-2-one hydrochloride Cl.N[C@H](C)C=1C(=C(C=NC1)C=1C=C2CCC(N(C2=CC1F)C)=O)C |o1:2|